6-cyclopropyl-2-(2,6-dioxopiperidin-3-yl)-3-oxoisoindoline-5-carbonitrile C1(CC1)C1=C(C=C2C(N(CC2=C1)C1C(NC(CC1)=O)=O)=O)C#N